stearyl-erucic acid amide C(CCCCCCCCCCCCCCCCC)C(C(=O)N)CCCCCCCCCC\C=C/CCCCCCCC